6-chloro-N-ethoxy-4-((5-fluoro-2-methoxy-3-(5-methylpyrimidin-2-yl)phenyl)amino)pyridazine-3-carboxamide ClC1=CC(=C(N=N1)C(=O)NOCC)NC1=C(C(=CC(=C1)F)C1=NC=C(C=N1)C)OC